CC1=NC=CC(=C1)CNC1CN(CCC1)C(=O)[O-] 3-{[(2-methylpyridin-4-yl)methyl]amino}piperidine-1-carboxylate